4-(5-methyl-[1,3,4]oxadiazol-2-ylamino)-benzoic acid ethyl ester C(C)OC(C1=CC=C(C=C1)NC=1OC(=NN1)C)=O